[Na+].C(=O)(OCC1C2=CC=CC=C2C2=CC=CC=C12)NC1=C(C=C(C=C1)CC(=O)[O-])OC 2-[4-(Fmoc-amino)-3-methoxyphenyl]acetic acid sodium salt